tert-butyl (2R)-2-[1-oxo-6-(4,4,5,5-tetramethyl-1,3,2-dioxaborolan-2-yl)-2,3-dihydro-1H-isoindol-2-yl]propanoate O=C1N(CC2=CC=C(C=C12)B1OC(C(O1)(C)C)(C)C)[C@@H](C(=O)OC(C)(C)C)C